OC=1C=C2C(C=C(OC2=CC1)C1=CC=C(OC2=CC=C(C=C2)C=CC(=O)N)C=C1)=O 3-(4-(4-(6-hydroxy-4-oxo-4H-chromen-2-yl)phenoxy)phenyl)propenamide